C(CC1=CC=CC=C1)N1C(=NC(=C1C(C1=C(C=CC=C1)O)=O)C1=CC=CC=C1)C1=CC=CC=C1 1-phenethyl-2,4-diphenyl-5-o-hydroxybenzoyl-1H-imidazole